C1(=CC=C(C=C1)C1=CN=C(N1)C1N(CCCC1)C(CC)=O)C 1-(2-(5-p-tolyl-1H-imidazol-2-yl)piperidin-1-yl)propan-1-one